ethyldimethyl-(2-methoxyethyl)ammonium C(C)[N+](CCOC)(C)C